N-[4-(2,5-dimethylpyrrolidin-1-yl)-2,6-difluorophenyl]-2-[(1-methyl-1H-1,2,3,4-tetrazol-5-yl)sulfanyl]-5-nitrobenzamide CC1N(C(CC1)C)C1=CC(=C(C(=C1)F)NC(C1=C(C=CC(=C1)[N+](=O)[O-])SC1=NN=NN1C)=O)F